methyl-4-bromo-6-fluoro-3H-2-benzofuran-1-one tert-butyl-2-(7-hydroxyquinoxalin-2-yl)-2,8-diazaspiro[4.5]decane-8-carboxylate C(C)(C)(C)OC(=O)N1CCC2(CCN(C2)C2=NC3=CC(=CC=C3N=C2)O)CC1.CC1OC(C2=C1C(=CC(=C2)F)Br)=O